pyrenetetramine C1(=C(C(=C2C(=CC3=CC=CC4=CC=C1C2=C34)N)N)N)N